2-(3-aminophenyl)-5-methyl-2,4-dihydropyrazol-3-one hydrochloride Cl.NC=1C=C(C=CC1)N1N=C(CC1=O)C